ClC(C([2H])([2H])[2H])(C([2H])([2H])[2H])C 2-chloro-2-methylpropane-1,1,1,3,3,3-d6